tert-butyl (S)-5-bromo-6-chloro-2-morpholino-8a,9,11,12-tetrahydropyrazino[2',1':3,4][1,4]oxazepino[5,6,7-de]quinazoline-10(8H)-carboxylate BrC=1C(=C2C3=C(N=C(N=C3C1)N1CCOCC1)N1[C@H](CO2)CN(CC1)C(=O)OC(C)(C)C)Cl